2-bromo-3-(2-((tert-butyldiphenylsilyl)oxy)ethyl)-4-hydroxybenzo[b]thiophene-6-carboxylic acid ethyl ester C(C)OC(=O)C=1C=C(C2=C(SC(=C2CCO[Si](C2=CC=CC=C2)(C2=CC=CC=C2)C(C)(C)C)Br)C1)O